7-[(3R)-3-(aminomethyl)pyrrolidin-1-yl]-1-cyclopropyl-6-fluoro-3-({[(3S)-1-(6-methylpyridin-3-yl)piperidin-3-yl][(2-methylpyridin-4-yl)methyl]amino}methyl)-1,4-dihydroquinolin-4-one NC[C@@H]1CN(CC1)C1=C(C=C2C(C(=CN(C2=C1)C1CC1)CN(CC1=CC(=NC=C1)C)[C@@H]1CN(CCC1)C=1C=NC(=CC1)C)=O)F